Acrylnitryl-n-Butylacrylat C(=O)(C=C)C(=C(C(=O)[O-])CCCC)[N+](=O)[O-]